NC1(C(C(=CC=C1)C1=CC(=CC=C1)N)C(=O)O)C(=O)O 3,3'-diaminobiphenyl-dicarboxylic acid